copper (II) acetate salt C(C)(=O)[O-].[Cu+2].C(C)(=O)[O-]